3,6-dimethylhept-5-en-1-ol CC(CCO)CC=C(C)C